N-{[3-(4-{[(3R,4R)-3-fluorooxan-4-yl]amino}-1-(2,2,2-trifluoroethyl)-1H-indol-2-yl)-1,2,4-oxadiazol-5-yl]methyl}-5-(2-methoxypropan-2-yl)thiophene-2-carboxamide F[C@H]1COCC[C@H]1NC1=C2C=C(N(C2=CC=C1)CC(F)(F)F)C1=NOC(=N1)CNC(=O)C=1SC(=CC1)C(C)(C)OC